C[Si](CCOCN1C=NC(=C1)C(CC)N)(C)C 1-(1-((2-(trimethylsilyl)ethoxy)methyl)-1H-imidazol-4-yl)propan-1-amine